(S)-1,4-dioxane-2-methylamine hydrochloride Cl.O1[C@H](COCC1)CN